N1CCC(CC1)CCN[C@H]1[C@@H](C1)C1=CC=C(C=C1)C1=CC(=CC=C1)C(F)(F)F (Trans)-N-(2-(piperidin-4-yl)ethyl)-2-(3'-(trifluoromethyl)-[1,1'-biphenyl]-4-yl)cyclopropanamine